BrC=1C=C(C=C2C=NN(C12)C)C(=O)OC methyl 7-bromo-1-methyl-indazole-5-carboxylate